FC1=CC2=C(NC(=N2)C2=CC(=NN2)NC(=O)C=2C=NC(=CC2)N2CCOCC2)C=C1 N-[5-(5-fluoro-1H-benzimidazol-2-yl)-1H-pyrazol-3-yl]-6-morpholino-pyridine-3-carboxamide